ClC1=C(C=CC=C1Cl)C=1C=2N(C(=NC1)N1CCC3(CCC[C@H]3N)CC1)C=NN2 (R)-8-(8-(2,3-dichlorophenyl)-[1,2,4]triazolo[4,3-c]pyrimidin-5-yl)-8-azaspiro[4.5]decan-1-amine